7-(5-acetyl-2-(4-fluoro-2,6-dimethylphenoxy)phenyl)-N-ethyl-5-methyl-4-oxo-4,5-dihydrothieno[3,2-c]pyridine-2-carboxamide C(C)(=O)C=1C=CC(=C(C1)C=1C2=C(C(N(C1)C)=O)C=C(S2)C(=O)NCC)OC2=C(C=C(C=C2C)F)C